2-((6-fluoro-4-methoxy-2-phenylquinolin-7-yl)(methoxy)methylene)malononitrile FC=1C=C2C(=CC(=NC2=CC1C(=C(C#N)C#N)OC)C1=CC=CC=C1)OC